octylmethyltrimethoxysilane C(CCCCCCC)CO[Si](OC)(OC)C